3-(2,4-Dimethoxybenzyl)dihydropyrimidine-2,4(1H,3H)-dione COC1=C(CN2C(NCCC2=O)=O)C=CC(=C1)OC